N-(2-chloroethyl)-4-(furan-3-yl)benzenesulfonamide ClCCNS(=O)(=O)C1=CC=C(C=C1)C1=COC=C1